C(C1=CC=CC=C1)O[C@@H]([C@@H](C(=O)NC)NC(=O)[C@H]1CN(CC12CNC2)C(=O)OCC2C1=CC=CC=C1C=1C=CC=CC21)C (9H-fluoren-9-yl)methyl (R)-8-(((2S,3R)-3-(benzyloxy)-1-(methylamino)-1-oxobutan-2-yl)carbamoyl)-2,6-diazaspiro[3.4]octane-6-carboxylate